2-(methoxymethyl)cyclobutane-1-carboxamide COCC1C(CC1)C(=O)N